4-(4-bromophenyl)-1-(2,2-difluoroethyl)piperidine BrC1=CC=C(C=C1)C1CCN(CC1)CC(F)F